N,N-diethyl-N-(2-methoxyethyl)amine C(C)N(CCOC)CC